FC1=C(C=CC(=C1F)C)C=1N=NN(C1)[C@H]1[C@H]([C@H](O[C@@H]([C@@H]1OC)CC1=NOC(=C1)C1(CCCC1)O)CO)O (2R,3R,4S,5R,6R)-4-(4-(2,3-difluoro-4-methylphenyl)-1H-1,2,3-triazol-1-yl)-6-((5-(1-hydroxycyclopentyl)isoxazol-3-yl)methyl)-2-(hydroxymethyl)-5-methoxytetrahydro-2H-pyran-3-ol